ClC1=CN=C(S1)C=1C=C(C(=O)N[C@H](C)C=2C=NC(=CC2)C(F)(F)F)C=C(C1)OC(C)C(C)O 3-(5-chloro-1,3-thiazol-2-yl)-5-{[3-hydroxybut-2-yl]oxy}-N-{(1R)-1-[6-(trifluoromethyl)pyridin-3-yl]ethyl}benzamide